C(=O)(O)C=1C(=C(C(=O)NC2=CC=NC=C2C(=O)O)C=C(C1)O)O 4-(3-carboxy-2,5-dihydroxybenzamido)nicotinic acid